OC1=C(C(=CC(=C1CNC(N(C)C)=O)CCCCC)O)C1=CC(=CC=C1)C 3-((2,6-dihydroxy-3'-methyl-4-pentyl-[1,1'-biphenyl]-3-yl)methyl)-1,1-dimethylurea